C(C)(C)(C)OC(=O)OC1=C(C=C(C=C1C)[S+](C1=CC(=C(C(=C1)C)OC(=O)OC(C)(C)C)C)C1=CC(=C(C(=C1)C)OC(=O)OC(C)(C)C)C)C tris(4-tert-butoxycarbonyloxy-3,5-dimethylphenyl)sulfonium